ClC1=CC(=NC(=N1)NC1=NN(C=C1)C)C1=CC=CC(=N1)C1=NOC(=C1)[C@]1(C(N(CC1)C)=O)O (R)-3-(3-(6-(6-Chloro-2-((1-methyl-1H-pyrazol-3-yl)amino)pyrimidin-4-yl)pyridin-2-yl)isoxazol-5-yl)-3-hydroxy-1-methylpyrrolidin-2-one